BrC1=C(C=C2C(=NC(=NC2=C1F)SCC)OC(C)(C)C)I 7-bromo-4-tert-butoxy-2-(ethylsulfanyl)-8-fluoro-6-iodoquinazoline